The molecule is a sphingomyelin d18:1 in which the ceramide N-acyl group is specified as (11Z)-icosenoyl. It has a role as a mouse metabolite. It is a sphingomyelin d18:1 and a sphingomyelin 38:2. It derives from an (11Z)-icos-11-enoic acid. CCCCCCCCCCCCC/C=C/[C@H]([C@H](COP(=O)([O-])OCC[N+](C)(C)C)NC(=O)CCCCCCCCC/C=C\\CCCCCCCC)O